1-cyclobutyl-3-cyclopropyl-1,3-propanedione C1(CCC1)C(CC(=O)C1CC1)=O